COC1=CC=C(C=C1)C1(CC1)C(=O)N1CCC2(CC1)C=1N(C3=C(CN2C)C=CC=C3)C=CN1 (1-(4-methoxyphenyl)cyclopropyl)(5-methyl-5,6-dihydrospiro[benzo[f]imidazo[1,2-a][1,4]diazepine-4,4'-piperidin]-1'-yl)methanone